COC(=O)/C(=C/C(=O)[O-])/CC(=O)[O-] The molecule is dianion of (2E)-3-(methoxycarbonyl)pent-2-enedioic acid arising from deprotonation of both carboxylic acid functions. It has a role as a Saccharomyces cerevisiae metabolite. It is a conjugate base of a (2E)-3-(methoxycarbonyl)pent-2-enedioic acid.